C1(CC1)S(=O)(=O)C=1C=C(C(=NC1)NC1=NNC2=CC(=CC=C12)[C@@H]1C[C@@]12C(NC1=CC=C(C=C21)OC)=O)OC (1R,2S)-2-(3-{[5-(cyclopropanesulfonyl)-3-methoxypyridin-2-yl]amino}-1H-indazol-6-yl)-5'-methoxyspiro[cyclopropane-1,3'-indol]-2'(1H)-one